C1(=CCCC1)C=O 1-Cyclopenteneformaldehyde